COC=1C=C(C=CC1OC)C(C(NC1=CC=C(C=C1)[Si](C)(C)C)=O)N(C(=O)C1=CC(=NO1)O)C N-(1-(3,4-dimethoxyphenyl)-2-oxo-2-((4-(trimethylsilyl)phenyl)amino)ethyl)-3-hydroxy-N-methyl-1,2-oxazole-5-carboxamide